p-hydroxycinnamamide OC1=CC=C(C=CC(=O)N)C=C1